4-(4-methoxypiperazin-1-yl)piperidin CON1CCN(CC1)C1CCNCC1